C(C1=C(C(=CC(=C1)C)C1CCCCC1)O)C1=C(C(=CC(=C1)C)C1CCCCC1)O 2,2'-methylene-bis(4-methyl-6-cyclohexylphenol)